acetylarginine ethyl ester C(C)OC([C@@H](NC(C)=O)CCCNC(N)=N)=O